N-(3-bromo-2-fluorophenyl)-N,1,3,5-tetramethyl-1H-pyrazol-4-amine BrC=1C(=C(C=CC1)N(C=1C(=NN(C1C)C)C)C)F